6-((5,6-dihydropyrrolo[3,4-c]pyrazol-2(4H)-yl)sulfonyl)-3-methyl-3,4-dihydro-2H-benzo[e][1,3]oxazin-2-one N=1N(C=C2C1CNC2)S(=O)(=O)C=2C=CC1=C(CN(C(O1)=O)C)C2